rac-8-benzyloxy-6-(4-tert-butyl-5-chloro-2-methyl-phenyl)-1-imino-3,4-dihydro-2H-thiopyrano[3,2-b]pyridine 1-oxide C(C1=CC=CC=C1)OC1=C2C(=NC(=C1)C1=C(C=C(C(=C1)Cl)C(C)(C)C)C)CCC[S@@]2(=N)=O |r|